C(CCCCC)C=1N=NN(N1)CC1=CC=C(C=C1)C=C 5-hexyl-2-(4-vinylbenzyl)-2H-tetrazole